4-(methoxycarbonyl)cubane-1-carboxylic acid COC(=O)C12C3C4C5(C(C14)C2C53)C(=O)O